p-benzyloxy-benzene C(C1=CC=CC=C1)OC1=CC=CC=C1